1-methyl-1,4,6,7-tetrahydro-5H-imidazo[4,5-c]pyridine-2,5-dicarboxylic acid 5-(tert-butyl) ester 2-methyl ester COC(=O)C=1N(C2=C(CN(CC2)C(=O)OC(C)(C)C)N1)C